2-(6-bromo-1-oxospiro[3H-isoquinoline-4,1'-cyclopropane]-2-yl)-N-[5-(oxolan-3-yl)pyrimidin-2-yl]acetamide BrC=1C=C2C(=CC1)C(N(CC21CC1)CC(=O)NC1=NC=C(C=N1)C1COCC1)=O